C(C1=CC(=C(C(=C1)C(C)(C)C)O)C(C)(C)C)C1=CC(=C(C(=C1)C(C)(C)C)O)C(C)(C)C 4,4'-methylenebis(2,6-di-tertbutylphenol)